FC=1C=C(C=CC1F)S(=O)(=O)N1CCOCC1 4-(3,4-difluorophenyl)sulfonylmorpholin